BrC=1B2N(C=C(C1N)Br)C=CC=C2 1,3-dibromo-[1,2]azaborino[1,2-a][1,2]azaborin-2-amine